2-(3-methylphenoxy)-5-fluorobenzoic acid methyl ester COC(C1=C(C=CC(=C1)F)OC1=CC(=CC=C1)C)=O